OCCN1CCC(CC1)N1CC(C2=CC(=CC=C12)C1=CC=C(C=C1)CO[C@@H]1[C@H](CCC1)NC(OC(C)(C)C)=O)(C)C tert-butyl {(1S,2S)-2-[(4-{1-[1-(2-hydroxyethyl)piperidin-4-yl]-3,3-dimethyl-2,3-dihydro-1H-indol-5-yl}phenyl)methoxy]cyclopentyl}carbamate